F[C@H]1C[C@@H](CN(C1)C)NC1=NC=C2C(=N1)N(C(N(C2)C=2C=CC(=NC2)NS(=O)(=O)CC2=CC=C(C=C2)F)=O)C(C)C N-(5-(7-(((3S,5S)-5-fluoro-1-methylpiperidin-3-yl)amino)-1-isopropyl-2-oxo-1,4-dihydropyrimido[4,5-d]pyrimidin-3(2H)-yl)pyridin-2-yl)-1-(4-fluorophenyl)methanesulfonamide